(R)-N-(but-3-yn-1-yl)-2-(2-(N-(1-(1-(naphthalen-1-yl)ethyl)piperidin-4-yl)methylsulfonamido)acetamido)acetamide C(CC#C)NC(CNC(CN(S(=O)(=O)C)C1CCN(CC1)[C@H](C)C1=CC=CC2=CC=CC=C12)=O)=O